benzyl (5r,7s)-7-((5-chloropyrimidin-2-yl) amino)-5-((6-(dimethylcarbamoyl) benzo[d]thiazol-2-yl) amino)-2-azaspiro[3.4]octane-2-carboxylate ClC=1C=NC(=NC1)N[C@@H]1C[C@H](C2(CN(C2)C(=O)OCC2=CC=CC=C2)C1)NC=1SC2=C(N1)C=CC(=C2)C(N(C)C)=O